FC=1C(=NC(=NC1)NC1=CC=C(C=C1)S(=O)(=N)C)N1CC(N(C2(CC2)C1)C)=O 7-(5-fluoro-2-((4-(S-methylsulfonimidoyl)phenyl)amino)pyrimidin-4-yl)-4-methyl-4,7-diaza-spiro[2.5]octan-5-one